CC(C)N=C=NC(C)C N,N-diisopropylcarbodiimide